[N+](=O)([O-])/C(=C/CCCCCCCC(=O)[O-])/C\C=C/CCCCC 10-Nitrolinoleate